C(CCCCCC(C)(C)C)(=O)OOCC(CC(C)(C)C)C 2,4,4-trimethylpentyl peroxyneodecanoate